L-5-fluorouracil FC=1C(NC(NC1)=O)=O